C1(=CC=CC=C1)[C@@H]1NC2=CC=CC=C2[C@@H](C1)CO |o1:6,14| ((2R*,4R*)-2-phenyl-1,2,3,4-tetrahydroquinolin-4-yl)methanol